P(=O)(O)(O)O.C(C)(C)(C)[K] tertiary butyl-potassium phosphate